N1N=CC=C1C=1C=CC=2C3=C(C(=NC2C1)N)N=CS3 7-(1H-pyrazol-5-yl)-[1,3]thiazolo[4,5-c]quinolin-4-amine